2-chloro-4-(1-methoxyethyl)-6-(methylsulfanyl)pyridine ClC1=NC(=CC(=C1)C(C)OC)SC